N1(C(=O)NC(=O)C(C)=C1)C1OC(CN(C1)C(C1=CC=CC=C1)(C1=CC=CC=C1)C1=CC=CC=C1)COC(COC(C1=CC(=C(C(=C1)OCCCCCCCCCCCCCCCCCC)OCCCCCCCCCCCCCCCCCC)OCCCCCCCCCCCCCCCCCC)=O)=O.ClC=1C=C(C=CC1)C=1OC2=C(C1)C=C(C=C2F)CN[C@H](C(=O)N)C (S)-2-(((2-(3-chlorophenyl)-7-fluorobenzofuran-5-yl)methyl)amino)propionamide (6-(thymine-1-yl)-4-tritylmorpholin-2-yl)methyl-2-((3,4,5-tris(octadecyloxy)benzoyl)oxy)acetate